ClC=1C2=C(N=CN1)N(C(=C2C=NO)C)C(C)C 4-chloro-7-isopropyl-6-methyl-7H-pyrrolo[2,3-d]pyrimidine-5-carbaldehyde oxime